ClC1=C(C=CC=C1NC(=O)C1=CC=C(C=N1)CN1[C@@H](CCCC1)C(=O)O)C1=C(C(=CC=C1)NC(=O)C=1SC=2CNCCC2N1)F (S)-1-((6-((2-chloro-2'-fluoro-3'-(4,5,6,7-tetrahydrothiazolo[5,4-c]pyridine-2-carboxamido)-[1,1'-biphenyl]-3-yl)carbamoyl)pyridin-3-yl)methyl)piperidine-2-carboxylic Acid